FC(C=1C=NC=CC1N1CCCCC1)(F)F (R)-1-(3-(trifluoromethyl)pyridin-4-yl)piperidin